N(=[N+]=[N-])CC=1N=C2N(C(=CC=C2)C2CC2)C1 (azidomethyl)-5-cyclopropylimidazo[1,2-a]pyridine